(5-bromo-2-chlorophenyl)(4-hydroxyphenyl)methane BrC=1C=CC(=C(C1)CC1=CC=C(C=C1)O)Cl